(S)-2-(N-[4-Amino-5-(pyridin-4-carbonyl)thiazol-2-yl]-3-chloro-4-fluoroanilino)propanamid NC=1N=C(SC1C(=O)C1=CC=NC=C1)N(C1=CC(=C(C=C1)F)Cl)[C@H](C(=O)N)C